OC1=C(C(=CC(=C1C(=O)NC1=CC=CC=C1)CCCCC)O)C1C(CCC(=C1)C)C(=C)C 2,6-dihydroxy-5'-methyl-4-pentyl-N-phenyl-2'-(prop-1-en-2-yl)-1',2',3',4'-tetrahydro-[1,1'-biphenyl]-3-carboxamide